C(C)N1C(=NN(C1=O)C=1C=C2[C@H](CN(C(C2=CC1F)=O)C1=C(C=CC(=C1)C)F)C(=C)C)CO |o1:11| (R*)-6-(4-Ethyl-3-(hydroxymethyl)-5-oxo-4,5-dihydro-1H-1,2,4-triazol-1-yl)-7-fluoro-2-(2-fluoro-5-methylphenyl)-4-(prop-1-en-2-yl)-3,4-dihydroisoquinolin-1(2H)-one